tert-butyl (E)-(6-(cyclopropylcarbamoyl)-3-(3-(4,4-difluoropiperidin-1-yl)-3-oxoprop-1-en-1-yl)-7-hydroxy-4-isobutyl-5-oxo-4,5-dihydropyrazolo[1,5-a]pyrimidin-2-yl)carbamate C1(CC1)NC(=O)C=1C(N(C=2N(C1O)N=C(C2\C=C\C(=O)N2CCC(CC2)(F)F)NC(OC(C)(C)C)=O)CC(C)C)=O